CC1=C(C=C(C=N1)NC(C[C@H]1CN(CC1)C(=O)OC(C)(C)C)=O)NC(=O)C=1C=NN2C1SC(=C2)C=2C=NN(C2)C (S)-tert-butyl 3-(2-((6-methyl-5-(2-(1-methyl-1H-pyrazol-4-yl)pyrazolo[5,1-b]thiazole-7-carboxamido)pyridin-3-yl)amino)-2-oxoethyl)pyrrolidine-1-carboxylate